9,9',9'',9'''-((5-(4,6-diphenyl-1,3,5-triazin-2-yl)-1,3-phenylene)bis(9H-carbazole-9,3,6-triyl))tetrakis(9H-pyrido[3,4-b]indole) C1(=CC=CC=C1)C1=NC(=NC(=N1)C1=CC=CC=C1)C=1C=C(C=C(C1)N1C2=CC=C(C=C2C=2C=C(C=CC12)N1C2=C(C3=CC=CC=C13)C=CN=C2)N2C1=C(C3=CC=CC=C23)C=CN=C1)N1C2=CC=C(C=C2C=2C=C(C=CC12)N1C2=C(C3=CC=CC=C13)C=CN=C2)N2C1=C(C3=CC=CC=C23)C=CN=C1